(1R,3r,5S)-3-(benzyloxy)-6-oxabicyclo[3.1.0]hexane C(C1=CC=CC=C1)OC1C[C@H]2O[C@H]2C1